CS(=O)C1=C2C=CNC2=CC=C1OC=1C=C(C=CC1)C=1NC(=CN1)C(O)C1=CC=CC=C1 (2-(3-((4-(Methylsulfinyl)-1H-indol-5-yl)oxy)phenyl)-1H-imidazol-5-yl)(phenyl)methanol